S1C2=C(C=C1)C(=CC=C2)N2CCN(CC2)CCCCOC2=CC=C1C=CC(N(C1=C2)C(C)OC(CCCCCCCCCCCCCCC)=O)=O Hexadecanoic acid 1-{7-[4-(4-benzo[b]thiophen-4-ylpiperazin-1-yl)butoxy]-2-oxo-2H-quinolin-1-yl}ethyl ester